FC(C)(F)C1=CC=C(C=C1)C(C(=O)N)N1N=CC(=C1)C1=CC=2N(C=C1)N=CN2 [4-(1,1-Difluoroethyl)phenyl]-2-[4-([1,2,4]triazolo[1,5-a]pyridin-7-yl)pyrazol-1-yl]acetamide